BrC1=CC2=C(N(C(N2[C@H]2CNCCC2)=O)CC2=NC=C(C=C2)C=2OC(=NN2)C(F)F)C=C1F (R)-5-bromo-1-((5-(5-(difluoromethyl)-1,3,4-oxadiazol-2-yl)pyridin-2-yl)methyl)-6-fluoro-3-(piperidin-3-yl)-1,3-dihydro-2H-benzo[d]imidazol-2-one